t-Butyl (3S)-3-[4-[3-cyano-4-(2-methoxyphenyl) sulfanyl-pyrazolo[1,5-a]pyridin-6-yl]pyrazol-1-yl]piperidine-1-carboxylate C(#N)C=1C=NN2C1C(=CC(=C2)C=2C=NN(C2)[C@@H]2CN(CCC2)C(=O)OC(C)(C)C)SC2=C(C=CC=C2)OC